5-(1-benzyl-1H-pyrazol-4-yl)-1-(difluoromethyl)-4-phenyl-pyridin-2(1H)-one C(C1=CC=CC=C1)N1N=CC(=C1)C=1C(=CC(N(C1)C(F)F)=O)C1=CC=CC=C1